N-stearyl-N-methylammonium chloride [Cl-].C(CCCCCCCCCCCCCCCCC)[NH2+]C